C(C)(C)(C)OC(=O)N1CCC(CC1)C(=O)OCC ethyl 1-tert-butoxycarbonylpiperidine-4-carboxylate